Aniline HBr Br.NC1=CC=CC=C1